FC=1C=C(C(=NC1)C(=C)C)N 5-fluoro-2-(prop-1-en-2-yl)pyridin-3-amine